FC1=C(C(=C(C(=C1F)F)F)OC(F)(F)F)S(=O)(=O)N(C)C 2,3,4,5-tetrafluoro-N,N-dimethyl-6-(trifluoromethoxy)benzenesulfonamide